1-(5-(4-(p-tolyl)piperazin-1-yl)pentyl)-1H-benzo[d]imidazol-2(3H)-one C1(=CC=C(C=C1)N1CCN(CC1)CCCCCN1C(NC2=C1C=CC=C2)=O)C